NC1=NC=NN2C1=C(C=C2C=2C=C(C(=O)N[C@@H]1CN(C[C@@H]1F)C(=O)C1CCC(CC1)(F)F)C=CC2)C(F)(F)F 3-[4-amino-5-(trifluoromethyl)pyrrolo[2,1-f][1,2,4]triazin-7-yl]-N-[(3R,4S)-1-(4,4-difluorocyclohexane-carbonyl)-4-fluoropyrrolidin-3-yl]benzamide